Tert-butyl 9-(2-((2-(2,6-dioxopiperidin-3-yl)-1,3-dioxoisoindolin-4-yl) amino) ethyl)-3,9-diazaspiro[5.5]Undecane-3-carboxylate O=C1NC(CCC1N1C(C2=CC=CC(=C2C1=O)NCCN1CCC2(CCN(CC2)C(=O)OC(C)(C)C)CC1)=O)=O